6-(2-oxo-4-prop-2-enoyl-piperazin-1-yl)-2H-[1,2,4]triazolo[4,3-a]pyridin-3-one O=C1N(CCN(C1)C(C=C)=O)C=1C=CC=2N(C1)C(NN2)=O